1'-(3-phenylpropyl)spiro[benzo[d][1,3]oxazine-4,4'-piperidin]-2(1H)-one C1(=CC=CC=C1)CCCN1CCC2(CC1)C1=C(NC(O2)=O)C=CC=C1